O1C(=CC=C1COCC1OC(OC1)=O)COCC1OC(OC1)=O 4,4'-(((Furan-2,5-diylbis(methylen))bis(oxy))bis(methylen))bis(1,3-dioxolan-2-on)